ethyl 4-(N-((3R,4R)-1-(ethoxycarbonyl)-4-(hydroxymethyl)pyrrolidin-3-yl)sulfamoyl)-3-fluoro-1-methyl-1H-pyrrole-2-carboxylate C(C)OC(=O)N1C[C@@H]([C@@H](C1)CO)NS(=O)(=O)C=1C(=C(N(C1)C)C(=O)OCC)F